C(CCCCCCCC=CCCCCCCCC)(=O)OCC Ethyl octadeca-9-enoate